1,4-dihydroxy-6-naphthoate OC1=CC=C(C2=CC(=CC=C12)C(=O)[O-])O